4-((2,6-Dioxo-3,6-dihydropyrimidin-1(2H)-yl)methyl)-N,N-dimethylbenzamide O=C1N(C(C=CN1)=O)CC1=CC=C(C(=O)N(C)C)C=C1